O=S1(CC(C1)C1CCN(CC1)C1=C(C=C(C=C1)N1C(O[C@H](C1)CNC(=O)C1CCC1)=O)F)=O (S)-N-((3-(4-(4-(1,1-dioxidothietan-3-yl)piperidin-1-yl)-3-fluorophenyl)-2-oxooxazolidin-5-yl)methyl)cyclobutanecarboxamide